(2S,2'RS,αR)-2-Methyl-N-(2-methylbutyl)-N-(α-phenylethyl)butanamide C[C@H](C(=O)N([C@H](C)C1=CC=CC=C1)CC(CC)C)CC